2-(5-fluoro-2-methoxy-phenoxy)-N-{2-[(1E)-2-(hydroxycarbamoyl)eth-1-en-1-yl]phenyl}benzamide FC=1C=CC(=C(OC2=C(C(=O)NC3=C(C=CC=C3)\C=C\C(NO)=O)C=CC=C2)C1)OC